1-(1H-indol-3-yl)ethane-1-one N1C=C(C2=CC=CC=C12)C(C)=O